3-[2-[2-[2-[2-(methylamino)ethoxy]ethoxy]ethoxy]ethoxy]propan-1-ol CNCCOCCOCCOCCOCCCO